C1=CC=CC=2C3=CC=CC=C3C(C12)COC(N)=O carbamic acid 9H-fluoren-9-ylmethyl ester